N,N'-diphenyl-N,N'-bis-(1-naphthyl)(1,1'-biphenyl)-4,4'-diamine C1(=CC=CC=C1)N(C1=CC=C(C=C1)C1=CC=C(C=C1)N(C1=CC=CC2=CC=CC=C12)C1=CC=CC=C1)C1=CC=CC2=CC=CC=C12